BrC1=NC=CC(=C1)N1C(N=C2C=CC=C(C2=C1NCC(F)F)F)NN 3-N-(2-bromopyridin-4-yl)-N-(2,2-difluoroethyl)-5-fluoro-2-hydrazineylquinazolin-4-amine